C[C@@H](CCO)CCC1=CC=CC=C1 |r| (+-)-3-Methyl-5-phenyl-1-pentanol